cinnamate silver salt [Ag+].C(C=CC1=CC=CC=C1)(=O)[O-]